FC=1C(=C(C=CC1F)C1C(OC(C1OC)C(C)C)C(=O)O)OC 3-(3,4-difluoro-2-methoxyphenyl)-5-isopropyl-4-methoxytetrahydrofuran-2-carboxylic acid